2-Fluoro-6-(5-oxo-4,5-dihydro-1,3,4-oxadiazol-2-yl)benzaldehyde FC1=C(C=O)C(=CC=C1)C=1OC(NN1)=O